COCC1=C(C2=CC(=CC=C2C=C1)B1OC(C(O1)(C)C)(C)C)N 2-(methoxymethyl)-7-(4,4,5,5-tetramethyl-1,3,2-dioxaborolan-2-yl)naphthalen-1-amine